4-Benzyl 1-(tert-butyl) (S)-2-formylpiperazine-1,4-dicarboxylate C(=O)[C@H]1N(CCN(C1)C(=O)OCC1=CC=CC=C1)C(=O)OC(C)(C)C